C1(=CC=CC=C1)C(=CNS(=O)(=O)CCCCN=[N+]=[N-])C1=CC=CC=C1 (2,2-diphenylvinyl)(4-azidobutyl)sulfonamide